(±)-3-(4-(4-((((Cyclobutylmethyl)(methyl)carbamoyl)oxy)methyl)-3-methyl-isoxazol-5-yl)phenoxy)bicyclo[3.1.0]hexan C1(CCC1)CN(C(=O)OCC=1C(=NOC1C1=CC=C(OC2CC3CC3C2)C=C1)C)C